3-chloro-5-(o-tolyl)-4H-benzo[e][1,2,4]thiadiazine 1,1-dioxide ClC1=NS(C2=C(N1)C(=CC=C2)C2=C(C=CC=C2)C)(=O)=O